CS(=O)(=O)CC1=CC=C(O1)C(=O)N 5-(methylsulfonylmethyl)furan-2-carboxamide